1-Tert-butyl 4-(4-cyclopropyl-2-methoxyphenyl)piperazine-1-carboxylate C1(CC1)C1=CC(=C(C=C1)N1CCN(CC1)C(=O)OC(C)(C)C)OC